CC1=C(C=C(C=C1)NC(=O)N1CC=2N(CC1)C=NC2C(F)(F)F)B2OC(C(O2)(C)C)(C)C N-(4-methyl-3-(4,4,5,5-tetramethyl-1,3,2-dioxaborolan-2-yl)phenyl)-1-(trifluoromethyl)-5,6-dihydroimidazo[1,5-a]pyrazine-7(8H)-carboxamide